6-(trifluoromethoxy)benzo[d]oxazole FC(OC1=CC2=C(N=CO2)C=C1)(F)F